8-Cyclopropyl-2-((2-methoxy-4-(4-methylpiperazin-1-yl)phenyl)amino)-6-methylpyrido[2,3-d]pyrimidine C1(CC1)N1CC(=CC2=C1N=C(N=C2)NC2=C(C=C(C=C2)N2CCN(CC2)C)OC)C